N-(methyl-d3)-4-((5-methyl-4-oxo-4,5-dihydrothieno[3,2-c]pyridin-3-yl)amino)pyridazine-3-carboxamide C(NC(=O)C=1N=NC=CC1NC1=CSC2=C1C(N(C=C2)C)=O)([2H])([2H])[2H]